C(C1=CC=CC=C1)N1C=NC(=C1)N 1-benzyl-1H-imidazol-4-amine